C(C)(C)(C)N1N=C(C=C1)C1CCC2(CN(C2)C(=O)C2CC(C2)(C)O)CC1 (7-(1-(tert-butyl)-1H-pyrazol-3-yl)-2-azaspiro[3.5]non-2-yl)((1s,3s)-3-hydroxy-3-methylcyclobutyl)methanone